C(CCCCCCCCC(=O)O)(=O)O.NC(CO)CO serinol sebacate